Methyl 2-(1-(3,4-Dichlorobenzoyl)-3-Methylpiperidin-3-Yl)-5-Methoxy-1-Methyl-6-Oxo-1,6-Dihydropyrimidine-4-Carboxylate ClC=1C=C(C(=O)N2CC(CCC2)(C)C=2N(C(C(=C(N2)C(=O)OC)OC)=O)C)C=CC1Cl